8-[4-[(3S)-1-(3-fluoropropyl)pyrrolidin-3-yl]oxyphenyl]-7-[4-(trifluoromethylsulfanyl)phenyl]-5,6-dihydronaphthalen-2-ol FCCCN1C[C@H](CC1)OC1=CC=C(C=C1)C1=C(CCC=2C=CC(=CC12)O)C1=CC=C(C=C1)SC(F)(F)F